N1N=C(N=C1)C(=N)N 1,2,4-triazolecarboxamidine